C(CCCCCC(C)C)C1(CCC(CC1)CCCC)CCCCCCC(C)C diisononyl-(n-butyl)cyclohexane